6-[4-(difluoromethyl)phenyl]-2-(3-fluorophenyl)-3-oxo-2,3,4,5-tetrahydropyridazine-4-carboxylic acid methyl ester COC(=O)C1C(N(N=C(C1)C1=CC=C(C=C1)C(F)F)C1=CC(=CC=C1)F)=O